3-(2-((4-(((1r,3r)-3-(3-chloro-4-cyanophenoxy)-2,2,4,4-tetramethylcyclobutyl)carbamoyl)phenyl)amino)ethyl)oxetan nickel zirconium lead [Pb].[Zr].[Ni].ClC=1C=C(OC2C(C(C2(C)C)NC(=O)C2=CC=C(C=C2)NCCC2COC2)(C)C)C=CC1C#N